(3-{[(dimethylamino)methylidene]Sulfamoyl}-4-[1-(propan-2-yl)-1H-Pyrazol-4-yl]Phenyl)-2-(2-fluorophenyl)acetamide CN(C)C=NS(=O)(=O)C=1C=C(C=CC1C=1C=NN(C1)C(C)C)C(C(=O)N)C1=C(C=CC=C1)F